3-(3-isopropylphenyl)butanal benzyl-(2R)-2-[(4-tert-butylphenyl)-[2-(3-methyl-4-oxo-imidazolidin-1-yl)-2-oxo-1-(3-pyridyl)ethyl]carbamoyl]pyrrolidine-1-carboxylate C(C1=CC=CC=C1)OC(=O)N1[C@H](CCC1)C(N(C(C(=O)N1CN(C(C1)=O)C)C=1C=NC=CC1)C1=CC=C(C=C1)C(C)(C)C)=O.C(C)(C)C=1C=C(C=CC1)C(CC=O)C